4-[4-[2-[5-[2-[[3-fluoro-5-(1,1,2,2,3,3,3-heptafluoropropyl)-2-pyridyl]carbamoyl]-4-nitro-phenyl]sulfanyltetrazol-1-yl]ethoxy]-4-oxo-butoxy]butanoic acid FC=1C(=NC=C(C1)C(C(C(F)(F)F)(F)F)(F)F)NC(=O)C1=C(C=CC(=C1)[N+](=O)[O-])SC1=NN=NN1CCOC(CCCOCCCC(=O)O)=O